tetrahydropyrene-2,7-dicarboxylic acid C1C(CC2C=CC3=CC(=CC4=CC=C1C2=C34)C(=O)O)C(=O)O